1,2-bis(bromanyl)ethane BrCCBr